C1(=CC=CC2=CC=CC=C12)CCN=C=O (-)-(1-naphthyl)ethyl isocyanate